N-((3-hydroxy-13-methyl-hexadecanoyl)-glycyl)-serine OC(CC(=O)NCC(=O)N[C@@H](CO)C(=O)O)CCCCCCCCCC(CCC)C